(9Z)-ethyl hexadeca-9-enoate C(CCCCCCC\C=C/CCCCCC)(=O)OCC